7-bromo-2-(chloromethyl)-1-isopropylquinolin-4(1H)-one BrC1=CC=C2C(C=C(N(C2=C1)C(C)C)CCl)=O